diethoxy(methyl)phenyl-silane C(C)O[Si](C1=CC=CC=C1)(C)OCC